C(C(C)C)ONC(C1=CC=CC=C1)=O N-isobutyloxybenzamide